pyrazolocycloundecan N1N=CC2=C1CCCCCCCCC2